NC1=NC=2C=CC=C(C2C2=C1N=C(N2)CCOC)OCCC(C)(O)C 4-((4-amino-2-(2-methoxyethyl)-1H-imidazo[4,5-c]quinolin-9-yl)oxy)-2-methylbutan-2-ol